C[C@@H]1O[C@@H](CN(C1)C1=CC=CC(=N1)C1=NC2=CC(=NC=C2C=C1)CC(=O)N[C@H]1CN(CC1)S(=O)(=O)C)C 2-(2-(6-((cis)-2,6-dimethylmorpholino)pyridin-2-yl)-1,6-naphthyridin-7-yl)-N-((R)-1-(methylsulfonyl)pyrrolidin-3-yl)acetamide